4-hydroxy-7-methoxy-3-(2,2,2-trifluoroethane-1-on-1-yl)-2H-naphtho[1,2-b]pyran-2-one OC=1C2=C(OC(C1C(C(F)(F)F)=O)=O)C1=CC=CC(=C1C=C2)OC